4-(((2r,5r)-1-(2-(6-(2,4-difluorobenzyl)-3,3-dimethyl-5-oxo-2,3,4,5-tetrahydro-1H-pyrrolo[3,2-b]pyridin-1-yl)-2-oxoethyl)-5-methylpiperazin-2-yl)methyl)morpholine-2-carboxamide FC1=C(CC2=CC3=C(NC2=O)C(CN3C(CN3[C@H](CN[C@@H](C3)C)CN3CC(OCC3)C(=O)N)=O)(C)C)C=CC(=C1)F